O[C@H](C(=O)OCC1=CC=CC=C1)CC1=CC=CC=C1 benzyl (S)-2-hydroxy-3-phenylpropanoate